(R)-1-(5-(4-cyclohexylphenyl)-7-oxo-2-(1-((triisopropylsilyl)oxy)propan-2-yl)-4,7-dihydropyrazolo[1,5-a]pyrimidine-3-carbonyl)pyrrolidine-3-carbonitrile C1(CCCCC1)C1=CC=C(C=C1)C=1NC=2N(C(C1)=O)N=C(C2C(=O)N2C[C@@H](CC2)C#N)C(CO[Si](C(C)C)(C(C)C)C(C)C)C